(S)-N-(1-(3-(3,5-dimethylphenyl)-1,2,4-oxadiazol-3-yl)ethyl)-3-hydroxy-4-methoxypicolinamide CC=1C=C(C=C(C1)C)C1(NOC=N1)[C@H](C)NC(C1=NC=CC(=C1O)OC)=O